CC(C(COC1=CC=CC=C1)=O)(C)C 3,3-dimethyl-1-phenoxybutan-2-one